O=C(C(=O)O)NCCOC1=CC=C(C=C1)C(F)(F)F 2-oxo-2-((2-(4-(trifluoromethyl)phenoxy)ethyl)amino)acetic acid